COCCCC/C(/C1=CC=C(C=C1)C(F)(F)F)=N\OCCN 2-[(E)-[5-methoxy-1-[4-(trifluoromethyl)phenyl]pentylidene]amino]oxyethylamine